4-(3-(2,4,6-trimethoxyphenyl)propyl)benzene-1,3-diol COC1=C(C(=CC(=C1)OC)OC)CCCC1=C(C=C(C=C1)O)O